[(2S)-pyrrolidin-2-yl]methyl 5-[[4-[[2-(6-methyl-2-pyridyl)pyrimidin-4-yl]amino]pyrimidin-2-yl]amino]pyridine-2-carboxylate CC1=CC=CC(=N1)C1=NC=CC(=N1)NC1=NC(=NC=C1)NC=1C=CC(=NC1)C(=O)OC[C@H]1NCCC1